Deuteromethanol [2H]CO